P(O)(=O)(OP(=O)(O)OP(=O)(O)O)OC[C@@H]1[C@H](C[C@@H](O1)N1C(=O)NC(=O)C=C1)O 2'-deoxyuridine triphosphate